NC1=NC=C(C2=C1C(=C(S2)C2=C(C=C(C=C2)NC(C(=C)C)=O)C)C2=CC(=C(C=C2)OC2=NC=CC(=N2)C)F)C=2C=NN(C2)C2CCC2 N-(4-(4-amino-7-(1-cyclobutyl-1H-pyrazol-4-yl)-3-(3-fluoro-4-((4-methylpyrimidin-2-yl)oxy)phenyl)thieno[3,2-c]pyridin-2-yl)-3-methylphenyl)methacrylamide